ethyl 1-(1-(2-bromo-6-chloro-5-(cyclopropylmethoxy) pyridin-3-yl)-3,3-dimethylbut-2-yl)-4-oxo-1,4-dihydropyridine-3-carboxylate BrC1=NC(=C(C=C1CC(C(C)(C)C)N1C=C(C(C=C1)=O)C(=O)OCC)OCC1CC1)Cl